(R)-N-(2-(1-methyl-1H-indol-3-yl)-2-(pyrrolidin-1-yl)ethyl)-1H-indole-6-sulfonamide CN1C=C(C2=CC=CC=C12)[C@H](CNS(=O)(=O)C1=CC=C2C=CNC2=C1)N1CCCC1